C1(CCCC1)C=CC1(CC1)NC(C1=CC=CC=C1)=O N-(1-(2-cyclopentylvinyl)cyclopropyl)-benzamide